BrC1=C(C(=O)NN)C=CC=C1 2-bromobenzoylhydrazine